(2E)-thiazolidine S1CNCC1